ethyl 4-hydroxypyrimidine-5-carboxylate OC1=NC=NC=C1C(=O)OCC